iso-propylamine C(C)(C)N